COC(=O)C=1C=CC2=C(N(C(=N2)CC=2SC(=CC2)C2=CC=CC=3OC(OC32)(C)C3=C(C=C(C=C3)Cl)F)CCOC)C1 2-((5-(2-(4-chloro-2-fluorophenyl)-2-methylbenzo[d][1,3]dioxol-4-yl)thiophen-2-yl)methyl)-1-(2-methoxyethyl)-1H-benzo[d]imidazole-6-carboxylic acid methyl ester